γ-butyrolactam C1(CCCN1)=O